C(#C)C=1C(=CC=C2C=CC=C(C12)C=1C(=C2N=CN=C3C2=C(OC(C2C4CCC(CN32)N4)C)N1)F)F 2-(8-Ethynyl-7-Fluoronaphthalen-1-Yl)-1-Fluoro-5-Methyl-5a,6,7,8,9,10-Hexahydro-5H-4-Oxa-3,10a,11,13,14-Pentaaza-6,9-Methanonaphtho{1,8-Ab}Heptalene